(1S,5S)-6-(4-ethoxyphenyl)-9,9-dimethyl-N-(2-(methylsulfonyl)ethyl)-3,6-diazabicyclo[3.2.2]nonane-3-carboxamide C(C)OC1=CC=C(C=C1)N1[C@@H]2CN(C[C@H](C1)CC2(C)C)C(=O)NCCS(=O)(=O)C